CC1=NNC=C1C=1C=C2CC3(C(NC2=CC1)=O)CN(CC3)C#N 6'-(3-methyl-1H-pyrazol-4-yl)-2'-oxo-1',4'-dihydro-2'H-spiro[pyrrolidine-3,3'-quinoline]-1-carbonitrile